6,8-difluoro-2-[6-methyl-3-(1,3-thiazol-4-yl)-1H,4H,5H,6H,7H-pyrazolo[4,3-c]pyridine-5-carbonyl]indolizine FC1=CN2C=C(C=C2C(=C1)F)C(=O)N1CC2=C(CC1C)NN=C2C=2N=CSC2